C(C=C)N1N(C2=NC(=NC=C2C1=O)NC=1C=C2C=NN(C2=CC1)C1CC1)C1=CC=CC(=N1)OC1CCN(CC1)C(=O)OC(C)(C)C tert-butyl 4-((6-(2-allyl-6-((1-cyclopropyl-1H-indazol-5-yl)amino)-3-oxo-2,3-dihydro-1H-pyrazolo[3,4-d]pyrimidin-1-yl)pyridin-2-yl)oxy)piperidine-1-carboxylate